4-[(1S)-1-[(2,5,6-trimethylpyrimidin-4-yl)amino]ethyl]benzoic acid CC1=NC(=C(C(=N1)N[C@@H](C)C1=CC=C(C(=O)O)C=C1)C)C